N1=C(C=CC=C1)C=1C=NC(=CC1)OCCN1C(CCCC1)=O 1-(2-([2,3'-bipyridin]-6'-yloxy)ethyl)piperidin-2-one